(4-amino-3-methylimidazo[1,5-a]pyrido[3,4-e]pyrazin-8-yl)((3S,4aS,9bS)-3-methyl-7-(trifluoromethyl)-3,4,4a,9b-tetrahydrobenzofuro[3,2-b]pyridin-1(2H)-yl)methanone NC=1C=2N(C3=C(N1)C=NC(=C3)C(=O)N3[C@@H]1[C@H](C[C@@H](C3)C)OC3=C1C=CC(=C3)C(F)(F)F)C=NC2C